1-(4-acetamido-3-hydroxyphenyl)-3,3-dimethyl-N-(3-methyl-1,1-dioxidothietan-3-yl)-2-oxoindoline-5-carboxamide C(C)(=O)NC1=C(C=C(C=C1)N1C(C(C2=CC(=CC=C12)C(=O)NC1(CS(C1)(=O)=O)C)(C)C)=O)O